(2'S,7R)-2-chloro-2'-methyl-1'-[[1-(2-methylsulfonylethyl)pyrazol-4-yl]methyl]spiro[4,5-dihydrothieno[2,3-c]pyran-7,4'-piperidine]-4-amine ClC1=CC2=C(S1)[C@@]1(C[C@@H](N(CC1)CC=1C=NN(C1)CCS(=O)(=O)C)C)OCC2N